ClC1=NC=CC(=C1)\C=C/C(=O)OC1=C(C=C(C=C1)OC)C1SCCCS1 (Z)-2-(1,3-dithian-2-yl)-4-methoxy-phenyl 3-(2-chloro-pyridin-4-yl)acrylate